tris(4-(2-mercaptopropoxy)phenyl)methane SC(COC1=CC=C(C=C1)C(C1=CC=C(C=C1)OCC(C)S)C1=CC=C(C=C1)OCC(C)S)C